C(C)(=O)N(C(CCCN)=O)C N-acetyl-4-amino-N-methylbutanamide